C1(CC1)C1=CC(=CC(=N1)C=1OC2=C(N1)C=C(C=C2F)C=O)C2=C(C=C(C=C2)F)C2=NN=CN2C 2-{6-cyclopropyl-4-[4-fluoro-2-(4-methyl-1,2,4-triazol-3-yl)phenyl]pyridin-2-yl}-7-fluoro-1,3-benzoxazole-5-carbaldehyde